C(C)N1CCN(CC1)C1=C(C=C(C(=C1)OC)NC1=NC=NC(=C1)N1OCC[C@@H]1C1=CC(=CC=C1)C#C)NC(C=C)=O N-(2-(4-ethylpiperazine-1-yl)-5-((6-((R)-3-(3-ethynylphenyl)-isoxazolidine-2-yl)pyrimidine-4-yl)amino)-4-methoxyphenyl)acrylamide